C1(=CC(=CC=C1)C1=CC=C(S1)S(=O)(=O)NC1=C(C=C(C(=O)OC)C=C1)OC)C1=CC=CC=C1 methyl 4-(5-{[1,1'-biphenyl]-3-yl}thiophene-2-sulfonamido)-3-methoxybenzoate